(S)-tert-butyl 3-((9-(ethanesulfonamidomethyl)-3-azaspiro[5.5]undec-3-yl)methyl)pyrrolidine-1-carboxylate C(C)S(=O)(=O)NCC1CCC2(CCN(CC2)C[C@H]2CN(CC2)C(=O)OC(C)(C)C)CC1